4-(2-([1-(1H-indol-3-yl)hexan-2-yl]carbamoyl)-1-benzothiophen-6-yl)piperazine N1C=C(C2=CC=CC=C12)CC(CCCC)NC(=O)C=1SC2=C(C1)C=CC(=C2)N2CCNCC2